[Cl-].C(C1=CC=CC=C1)[N+](C)(C)C benzyl-trimethylammonium chloride